C(C)(C)(C)C1CCC(CC1)CN1[C@@H]([C@H]([C@@H]([C@H](C1)O)O)O)C (2R,3R,4R,5S)-1-(((1r,4R)-4-(tert-butyl)cyclohexyl)methyl)-2-methylpiperidine-3,4,5-triol